BrC=1C=CC(=NC1F)N1C[C@H](CC1)C(=O)NC (3S)-1-(5-bromo-6-fluoropyridin-2-yl)-N-methylpyrrolidine-3-carboxamide